Ethyl 2-((4-(4-(3-chlorophenyl)-2-methylpiperazine-1-carbonyl)-2-fluorophenyl)sulfinyl)acetate ClC=1C=C(C=CC1)N1CC(N(CC1)C(=O)C1=CC(=C(C=C1)S(=O)CC(=O)OCC)F)C